(Z)-4-methyl-N-phenylbenzimidoyl cyanide CC1=CC=C(/C(=N/C2=CC=CC=C2)/C#N)C=C1